5',7'-dihydro-4'H-spiro[cyclobutane-1,6'-pyrazolo[1,5-a]pyrimidine] N1=CC=C2N1CC1(CN2)CCC1